6-methylpyridine-2,3-dione CC=1C=CC(C(N1)=O)=O